2-oxo-spiro[1H-pyrrolo[2,3-b]pyridine-3,6'-5,7-dihydro-cyclopenta[b]pyridine]-3'-carboxylic acid methyl ester COC(=O)C=1C=C2C(=NC1)CC1(C2)C(NC2=NC=CC=C21)=O